[Si](C)(C)(C(C)(C)C)OCCCOC1=NN(C(=C1[N+](=O)[O-])C)C=1C(=NC=CC1)OC(F)F 3-(3-(3-((tert-butyldimethylsilyl)oxy)propoxy)-5-methyl-4-nitro-1H-pyrazol-1-yl)-2-(difluoromethoxy)pyridine